2-methyl-3-hydroxyisobutyryl-CoA CC(C(=O)SCCNC(CCNC([C@@H](C(COP(OP(OC[C@@H]1[C@H]([C@H]([C@@H](O1)N1C=NC=2C(N)=NC=NC12)O)OP(=O)(O)O)(=O)O)(=O)O)(C)C)O)=O)=O)(CO)C